F[C@H]1CN2CC(C[C@]2(C1)CO)(O)C (6R,7aS)-6-fluoro-7a-(hydroxymethyl)-2-methyl-tetrahydro-1H-pyrrolizin-2-ol